2-(2-acryloyloxyethyl-oxy)biphenyl C(C=C)(=O)OCCOC1=C(C=CC=C1)C1=CC=CC=C1